C(C1=CC=CC=C1)C1=CC(=NC(=C1)C1=CC(=CC=C1)[N+](=O)[O-])NC1=NN(C(=C1)C1CCCC1)C(=O)OC(C)(C)C tert-butyl 3-((4-benzyl-6-(3-nitrophenyl) pyridin-2-yl) amino)-5-cyclopentyl-1H-pyrazole-1-carboxylate